cobalt (II) 1,1'-diethylcobaltocene C(C)[C-]1C=CC=C1.[C-]1(C=CC=C1)CC.[Co+2].[Co+2]